FC(CN1N=CC=2C1=NC(=CN2)N2CC1(C2)CN(CC1)C=1C=NC(=CC1)C(F)(F)F)F 2-[1-(2,2-difluoroethyl)-1H-pyrazolo[3,4-b]pyrazin-6-yl]-6-[6-(trifluoromethyl)pyridin-3-yl]-2,6-diazaspiro[3.4]octane